C1(CC1)C1=C(C(=NO1)C1=NN(C2=C1C(=NC=C2F)N)C(C)C)C2=NC=CC=C2 3-(5-cyclopropyl-4-(pyridin-2-yl)isoxazol-3-yl)-7-fluoro-1-isopropyl-1H-pyrazolo[4,3-c]pyridin-4-amine